COC1=CC(=CC(=N1)C(=O)NC1=NC(=CC=C1)C)C=1C=NC=CC1C 6'-Methoxy-4-methyl-N-(6-methylpyridin-2-yl)-[3,4'-bipyridine]-2'-carboxamide